C12CSCC(CC1)N2C2=C(C=C(C=C2)N2C(O[C@H](C2)CN)=O)F (5S)-3-(4-(3-thia-8-aza-bicyclo[3.2.1]oct-8-yl)-3-fluorophenyl)-5-(aminomethyl)oxazolidin-2-one